C(C)(C)(C)C1=CC(=C(C(=C1)C1=NC(=CC=C1)C(C)(C)C)NC1=CC=C(C=C1)C1=CC=CC=C1)C1=NC(=CC=C1)C(C)(C)C N-(4-(tert-butyl)-2,6-bis(6-(tert-butyl)pyridin-2-yl)phenyl)-[1,1'-biphenyl]-4-amine